4-((4-(4-(1-(4-((5-chloro-4-((2-(dimethylphosphoryl)phenyl)amino)pyrimidine-2-yl)amino)-3-methoxyphenyl)piperidin-4-yl)piperazin-1-yl)but-2-en-1-yl)amino)-1-carbonylisoindoline ClC=1C(=NC(=NC1)NC1=C(C=C(C=C1)N1CCC(CC1)N1CCN(CC1)CC=CCNC1=C2CNC(C2=CC=C1)=C=O)OC)NC1=C(C=CC=C1)P(=O)(C)C